(S)- or (R)-2-(4-cyano-2,6-diisopropylphenyl)-N-(4-((dimethylamino)methyl)phenyl-sulfonimidoyl)acetamide C(#N)C1=CC(=C(C(=C1)C(C)C)CC(=O)N[S@@](=O)(=N)C1=CC=C(C=C1)CN(C)C)C(C)C |o1:15|